BrC1=CC=C(C(=N1)C)OCOC 6-bromo-3-(methoxymethoxy)-2-methyl-pyridine